C(C)(C)(C)OC(N(CC=1N=C2N(C(=CC=C2)C)C1)C1=CC(=NC=2N1N=CC2C2CC2)Cl)=O (5-chloro-3-cyclopropylpyrazolo[1,5-a]pyrimidin-7-yl)((5-methylimidazo[1,2-a]pyridin-2-yl)methyl)carbamic acid tert-butyl ester